CC1=C(C=2C(=CN=CC2)N1)C(=O)[C@H]1C[C@H](NCC1)C |o1:12,14| rel-(2-Methyl-1H-pyrrolo[2,3-c]pyridin-3-yl)((2R,4R)-2-methylpiperidin-4-yl)methanone